ethyl 1-(pyrazolo[1,5-a]pyridin-4-yl)-5-(trifluoromethyl)-1H-pyrazole-4-carboxylate N1=CC=C2N1C=CC=C2N2N=CC(=C2C(F)(F)F)C(=O)OCC